C(C)C(C(=O)OCCOCCOCCOCCOC(C(CCCC)CC)=O)CCCC tetraethylene glycol e-bis(2-ethylhexanoate)